Ethyl 4-amino-2-(4-(pyrazin-2-yl)piperazin-1-yl)pyrimidine-5-carboxylate NC1=NC(=NC=C1C(=O)OCC)N1CCN(CC1)C1=NC=CN=C1